C(C(C)(C)C)(=O)OC1=C2C=CNC2=CC=C1 indol-4-yl pivalate